ON1C(C=C(C=C1C1(CCCCC1)C)C)=O 1-hydroxy-4-methyl-6-(methylcyclohexyl)-2-pyridone